C(C1=CC=CC=C1)N1N=C(N=C1)N1CCN(CC1)C1(C(N(N2C1(C(C(C(=C2)C=2C=NN(C2)C)[2H])([2H])[2H])[2H])[2H])([2H])[2H])[2H] 3-[4-(1-benzyl-1H-1,2,4-triazol-3-yl)piperazin-1-yl]-6-(1-methyl-1H-pyrazol-4-yl)pyrazolo[1,5-a]pyridine-d8